NC1N(CCC(C1)C(=O)N)C1=NC(=C(N=C1)SC1=C(C(=CC=C1)Cl)Cl)C amino-1-(5-((2,3-dichlorophenyl)thio)-6-methylpyrazin-2-yl)piperidine-4-carboxamide